C(C=C)(=O)N1C[C@@H](N(CC1)C1=C(C(N(C2=NC(=C(C=C12)Cl)C1=C(C(=C(C(=C1F)F)F)F)N)C=1C(=NC=CC1C)C(C)C)=O)C#N)C 4-((S)-4-propenoyl-2-methylpiperazin-1-yl)-7-(2-amino-3,4,5,6-tetrafluorophenyl)-6-chloro-1-(2-isopropyl-4-methylpyridin-3-yl)-2-oxo-1,2-dihydro-1,8-naphthyridine-3-carbonitrile